(3-aminobutyl)(4-((3-aminobutyl)amino)butyl)carbamic acid NC(CCN(C(O)=O)CCCCNCCC(C)N)C